(1S,3S)-3-amino-4-(difluoromethylidene)cyclopentane-1-carboxylic acid N[C@H]1C[C@H](CC1=C(F)F)C(=O)O